F/C(=C/[C@@H](C[C@@H]1C(NCC1)=O)NC(=O)[C@@H]1N(C[C@H]2[C@@H]1CCC2)C(=O)C2(C1=CC=CC=C1C=1C=CC=CC21)O)/S(=O)(=O)C (1R,3aR,6aS)-N-((R,Z)-4-fluoro-4-(methylsulfonyl)-1-((R)-2-oxopyrrolidin-3-yl)but-3-en-2-yl)-2-(9-hydroxy-9H-fluorene-9-carbonyl)octahydrocyclopenta[c]pyrrole-1-carboxamide